[I-].[Zn+2].[Zn+2].[I-].[I-].[I-] zinc-zinc iodide